COC(=O)[C@@H]1CC[C@H](CC1)C(C)(C)C Trans-4-tert-butylcyclohexane-1-carboxylic acid methyl ester